N1=C(C=CC=C1)OC1=CC=C(C=C1)C1=CC=C(C=C1)C=1N=NNC1C(=O)O 4-(4'-(pyridin-2-yloxy)-[1,1'-biphenyl]-4-yl)-1H-1,2,3-triazole-5-carboxylic acid